The molecule is tetraanion of caffeoyl-CoA arising from deprotonation of phosphate and diphosphate functions. It is a conjugate base of a caffeoyl-CoA. CC(C)(COP(=O)([O-])OP(=O)([O-])OC[C@@H]1[C@H]([C@H]([C@@H](O1)N2C=NC3=C(N=CN=C32)N)O)OP(=O)([O-])[O-])[C@H](C(=O)NCCC(=O)NCCSC(=O)/C=C/C4=CC(=C(C=C4)O)O)O